(methyl-d3-naphthyridin-3-yl)cyclopropanecarboxamide C([2H])([2H])([2H])C1=NC2=NC=CC=C2C=C1C1(CC1)C(=O)N